3-(2-chloro-6,8-difluoro-7-(3-(methoxymethoxy)naphthalen-1-yl)quinazolin-4-yl)-1-methyl-3,8-diazabicyclo[3.2.1]octane-8-carboxylate ClC1=NC2=C(C(=C(C=C2C(=N1)N1CC2(CCC(C1)N2C(=O)[O-])C)F)C2=CC(=CC1=CC=CC=C21)OCOC)F